FC1([C@@H](CN(C1)C)NC1=NN2C(C(=N1)OC)=C(C=C2)C=2C=C(C1=C(N(C(=N1)C)CC(F)F)C2)F)F (R)-N-(4,4-difluoro-1-methylpyrrolidin-3-yl)-5-(1-(2,2-difluoroethyl)-4-fluoro-2-methyl-1H-benzo[d]imidazol-6-yl)-4-methoxypyrrolo[2,1-f][1,2,4]triazin-2-amine